N-[(4-bromo-3-nitrophenyl)methyl]-N-(2-methanesulfonylpyridin-3-yl)propanamide BrC1=C(C=C(C=C1)CN(C(CC)=O)C=1C(=NC=CC1)S(=O)(=O)C)[N+](=O)[O-]